The molecule is a steroid saponin that consists of pennogenin attached to alpha-L-rhamnopyranosyl-(1->3)-beta-D-glucopyranosyl residue at position 3 via a glycoidic linkage. Isolated from Dracaena mannii, it exhibits anti-inflammatory activity. It has a role as a metabolite and an anti-inflammatory agent. It is a 17alpha-hydroxy steroid, an organic heterohexacyclic compound, an oxaspiro compound, a disaccharide derivative and a steroid saponin. It derives from a pennogenin. C[C@@H]1CC[C@@]2([C@H]([C@]3([C@@H](O2)C[C@@H]4[C@@]3(CC[C@H]5[C@H]4CC=C6[C@@]5(CC[C@@H](C6)O[C@H]7[C@@H]([C@H]([C@@H]([C@H](O7)CO)O)O[C@H]8[C@@H]([C@@H]([C@H]([C@@H](O8)C)O)O)O)O)C)C)O)C)OC1